O[C@@H]1[C@H](CCCC1)NC(C1=CC(=C(C=C1)C)NCC=1C=NC(=NC1)C1=CC=C(C=C1)OC)=O N-[(1S,2S)-2-hydroxycyclohexyl]-3-({[2-(4-methoxyphenyl)pyrimidin-5-yl]methyl}amino)-4-methylbenzamide